FC(C=1C=C(OC[C@H]2CN(CC2)C2=NC(=CC(=N2)C(=O)O)C)C=C(C1)C(F)(F)F)(F)F |r| (±)-2-(3-((3,5-Bis(trifluoromethyl)phenoxy)methyl)pyrrolidin-1-yl)-6-methylpyrimidine-4-carboxylic Acid